C(C)(C)(C)OC(N(CCOC=1C=C(C=C2C(=CC(NC12)=O)C)NC(=O)C=1C=C2C(=NC1N1CCOCC1)COC2)C)=O N-methyl-N-[2-[[4-methyl-6-[(2-morpholino-5,7-dihydrofuro[3,4-b]pyridine-3-carbonyl)amino]-2-oxo-1H-quinolin-8-yl]oxy]ethyl]carbamic acid tert-butyl ester